N=1N=CN(C1)C1=CC(=C2C=NNC2=C1)NCCOCCCCNCC=1C=CC(=C(C#N)C1)OC1CCC1 5-(((4-(2-((6-(4H-1,2,4-triazol-4-yl)-1H-indazol-4-yl)amino)ethoxy)butyl)amino)methyl)-2-cyclobutoxybenzonitrile